(4-(4-((3-(3,6-difluoropyridin-2-yl)-1-((1r,4r)-4-ethoxycyclohexyl)-1H-pyrazol-4-yl) carbamoyl) thiazol-2-yl)-1H-pyrazol-1-yl) methylglycinate CNCC(=O)ON1N=CC(=C1)C=1SC=C(N1)C(NC=1C(=NN(C1)C1CCC(CC1)OCC)C1=NC(=CC=C1F)F)=O